C(=O)O[C@H]1[C@H](CCC1)CC=C (1R,2R)-2-ALLYLCYCLOPENTYL FORMATE